12-(4-methylpiperazin-1-yl)pyrazino[6',1':2,3]imidazo[4,5-b][1,6]naphthyridine CN1CCN(CC1)C1=C2C(=NC3=CC=NC=C13)N1C(=N2)C=NC=C1